NC1(C(C(=CC(=C1N)N)C1=CC(=CC=C1)N)N)N 3,3'-diaminobiphenyl-tetraamine